C1CCC2=C(C=CC=C12)NC1CCC(CC1)N N1-(2,3-dihydro-1H-inden-4-yl)cyclohexane-1,4-diamine